2-((N,N-dimethylsulfamoyl)amino)-5-(trifluoromethyl)benzoic Acid CN(S(=O)(=O)NC1=C(C(=O)O)C=C(C=C1)C(F)(F)F)C